CS(=O)(=O)C1CCC(CC1)NC(OC(C)(C)C)=O tert-Butyl ((1s,4s)-4-(methylsulfonyl)cyclohexyl)carbamate